IC1=NN(C=C1)C(C)C 3-iodo-1-isopropyl-1H-pyrazole